((1s,3s)-3-methylcyclobutyl)methanol CC1CC(C1)CO